C(C1=CC=CC=C1)OC(=O)C(F)C(=O)C(C(=O)OCC1=CC=CC=C1)F benzyloxycarbonyl-(z)-fluoromethylketone